N-(3-(5-(3,5-dimethyl-4-(4-methylpiperazin-1-yl)phenyl)-1H-pyrrolo[2,3-b]pyridin-3-yl)prop-2-yn-1-yl)acetamide CC=1C=C(C=C(C1N1CCN(CC1)C)C)C=1C=C2C(=NC1)NC=C2C#CCNC(C)=O